ClC=1C=C(C=CC1OC1=CC(=CC=C1)CN)NC1=C2C=C(NC2=C(C=C1)F)C(=O)O 4-((3-chloro-4-(3-(aminomethyl)phenoxy)phenyl)amino)-7-fluoro-1H-indole-2-carboxylic acid